COC(C1=C(C(=CC(=C1)I)Cl)CC)=O chloro-2-ethyl-5-iodobenzoic acid methyl ester